7-methyl-2-(4-(trifluoromethyl)pyridin-2-yl)-2,8-diazaspiro[4.5]decane hydrochloride Cl.CC1CC2(CCN(C2)C2=NC=CC(=C2)C(F)(F)F)CCN1